FC(OC1=CC2=C(SC(=C2)C(=O)OC)C=C1)(F)F methyl 5-(trifluoromethoxy)benzo[b]thiophene-2-carboxylate